C1(CC1)C1=NN2C(N=CC=C2C(=O)N[C@@H]2C[C@@H](C2)OC(F)(F)F)=C1C(=O)N 2-Cyclopropyl-N7-[cis-3-(trifluoromethoxy)cyclobutyl]pyrazolo[1,5-a]pyrimidine-3,7-dicarboxamide